O=C1NC(CCC1N1C(C2=CC=C(C=C2C1=O)CN1CCN(CC1)C1=NSC2=C1C=CC(=C2)F)=O)=O 2-(2,6-dioxopiperidin-3-yl)-5-((4-(6-fluorobenzo[d]isothiazol-3-yl)piperazin-1-yl)methyl)isoindoline-1,3-dione